(3S)-1-(5-bromo-6-fluoropyridin-2-yl)pyrrolidine-3-carboxamide BrC=1C=CC(=NC1F)N1C[C@H](CC1)C(=O)N